CC1=CC=CC(=N1)C1=C(N=CN1)C=1C=C2C(=CC=NC2=CC1)C(=O)OC1CCC(CC1)(C)N (4-amino-4-methyl-cyclohexyl) 6-[5-(6-methyl-2-pyridyl)-1H-imidazol-4-yl]quinoline-4-carboxylate